OC=1C=C(CNC(C2=CC=CC=C2)=O)C=C(C1O)O N-(3,4,5-trihydroxybenzyl)benzamide